6-[4-[(R or S)-(3,4-Dimethoxyphenyl)-(4-fluorophenyl)methyl]piperidine-1-carbonyl]-4H-1,4-benzoxazin-3-one COC=1C=C(C=CC1OC)[C@H](C1CCN(CC1)C(=O)C=1C=CC2=C(NC(CO2)=O)C1)C1=CC=C(C=C1)F |o1:10|